Ethyl (5-(2-fluoro-5-((4-oxo-7-(trifluoromethyl)-3,4-dihydrophthalazin-1-yl)methyl)phenyl)-1H-benzoimidazol-2-yl)carbamate FC1=C(C=C(C=C1)CC1=NNC(C2=CC=C(C=C12)C(F)(F)F)=O)C1=CC2=C(NC(=N2)NC(OCC)=O)C=C1